C(CCC)C1=CC(=C(C=C1C(F)(F)F)CC(C)NC(OC(C)(C)C)=O)OC tert-butyl (1-(4-butyl-2-methoxy-5-(trifluoromethyl)phenyl)propan-2-yl)carbamate